2-((1,1,1-trifluoropropan-2-yl)oxy)benzoic acid FC(C(C)OC1=C(C(=O)O)C=CC=C1)(F)F